ls-2,3-dimethylbutane CC(C)C(C)C